B([O-])([O-])[O-].CC1=[NH+]C(=CC(=C1)C)C.CC1=[NH+]C(=CC(=C1)C)C.CC1=[NH+]C(=CC(=C1)C)C 2,4,6-trimethylpyridinium borate